ClC=1C(=NC(=CC1)OC)C(=O)N1C2COCC1CN(C2)CC2=C(N=C1N2C=CC=N1)C1=CC=C(C=C1)C(C)C (3-chloro-6-methoxypyridin-2-yl)(7-{[2-(4-isopropylphenyl)imidazo[1,2-a]pyrimidin-3-yl]methyl}-3-oxa-7,9-diazabicyclo[3.3.1]non-9-yl)methanone